2-nitro-N,3-dimethylbenzamide [N+](=O)([O-])C1=C(C(=O)NC)C=CC=C1C